1-ethyl-4-hydroxy-5-methyl-pyrazol C(C)N1N=CC(=C1C)O